Methyl 3-(benzo[d][1,3]dioxol-5-yl)-3-(7-((1-(cycloheptylamino)-1-oxopropan-2-yl)oxy)naphthalen-2-yl)propanoate O1COC2=C1C=CC(=C2)C(CC(=O)OC)C2=CC1=CC(=CC=C1C=C2)OC(C(=O)NC2CCCCCC2)C